COC(C1=C(C=CC=C1)N\C=C(\CC1=CC=C(C=C1)C(C)(C)C)/C)=O.[N+](=O)([O-])C1=CC=C(C(=O)NC=2C=NC=CC2)C=C1 4-nitro-N-(pyridin-3-yl)benzamide (E)-methyl-2-((3-(4-(tert-butyl)phenyl)-2-methylprop-1-en-1-yl)amino)benzoate